ClC1=CC=C(C(=O)C2=C(C(=O)NNC(OC(C)(C)C)=O)C=C(C(=C2)C)C)C=C1 tert-butyl N-[[2-(4-chlorobenzoyl)-4,5-dimethyl-benzoyl]amino]carbamate